C(C=C)NC(=O)C1=C(C(=NC(=N1)SC)N1C[C@H]2CC[C@@H](C1)N2C(=O)OC(C)(C)C)Br tert-Butyl (1R,5S)-3-(6-(allylcarbamoyl)-5-bromo-2-(methylthio)pyrimidin-4-yl)-3,8-diazabicyclo[3.2.1]octane-8-carboxylate